FC([C@@H](CCCCC1=NC=2NCCCC2C=C1)N(C1CN(CC1)C(=O)OC(C)(C)C)C)F tert-butyl 3-(((R)-1,1-difluoro-6-(5,6,7,8-tetrahydro-1,8-naphthyridin-2-yl)hexan-2-yl)(methyl)amino)pyrrolidine-1-carboxylate